[Tc].FC1=CC=C(C=C1)C1C(CCCC1)=O 2-(4-fluorophenyl)cyclohexanone Technetium